ClC=1C=C(CN2C=C(C=C2)C2=NC(=NC(=C2)C(F)(F)F)S(=O)(=O)C)C=CC1 4-(1-(3-chlorobenzyl)-1H-pyrrol-3-yl)-2-(methylsulfonyl)-6-(trifluoromethyl)pyrimidine